NC1=C(C=CC(=C1)N)CCCC1=C(C=C(C=C1)N)N 1,3-Bis(2,4-diamino-phenyl)propane